ClC=1C=C(C=CC1)C(CC(C(=O)OC(C)C)C)C(=O)C1=CC=C(C=C1)Cl isopropyl 4-(3-chlorophenyl)-5-(4-chlorophenyl)-2-methyl-5-oxopentanoate